(±)-2-(4-(3-(2,6-dioxopiperidin-3-yl)-1-methyl-1H-indazol-6-yl)piperazin-1-yl)acetic acid Tert-butyl ester C(C)(C)(C)OC(CN1CCN(CC1)C1=CC=C2C(=NN(C2=C1)C)[C@@H]1C(NC(CC1)=O)=O)=O |r|